C(#N)C=1C(=CC=NC1N1C(CC1)C)C(F)(F)F 5-cyano-6-(2-methylazetidin-1-yl)-4-(trifluoromethyl)pyridine